2',2'-dibromo-2'-deoxyguanosine BrC1([C@@H](O[C@@H]([C@H]1O)CO)N1C=NC=2C(=O)NC(N)=NC12)Br